4-fluorophenyl N-[1-[[[1-(4-cyanophenyl)-ethyl]sulfonyl]methyl]propyl]carbamate C(#N)C1=CC=C(C=C1)C(C)S(=O)(=O)CC(CC)NC(OC1=CC=C(C=C1)F)=O